4-methylbenzaldehyde O-(2-(1H-indol-1-yl)acetyl) oxime N1(C=CC2=CC=CC=C12)CC(=O)ON=CC1=CC=C(C=C1)C